pyrido[2,3-c][2]benzazepine N1=CC=CC2=C1N=CC1=C(C2)C=CC=C1